(3-methyl-3,8-diazabicyclo[3.2.1]octan-8-yl)(3-(4-(4-methylpiperazin-1-yl)quinazolin-6-yl)-1H-pyrrolo[2,3-b]pyridin-5-yl)methanone CN1CC2CCC(C1)N2C(=O)C=2C=C1C(=NC2)NC=C1C=1C=C2C(=NC=NC2=CC1)N1CCN(CC1)C